((2,4-dioxo-1,3-diazaspiro[4.4]nonane-7-yl)methyl)furan-2-sulfonamide O=C1NC2(C(N1)=O)CC(CC2)CC2=C(OC=C2)S(=O)(=O)N